NC1=CC(=C(OC2=C(C=NC3=CC(=C(C=C23)OC)OCC(C)(O)C)F)C=C1)F 1-[[4-(4-amino-2-fluoro-phenoxy)-3-fluoro-6-methoxy-7-quinolyl]oxy]-2-methyl-propan-2-ol